C(C)(C)(C)OC(=O)N1N=CC(=C1)C1=CSC2=C1N=C(N=C2)NC2=CC=C(C=C2)CN2CCOCC2 tert-butyl-4-(2-(4-(morpholinomethyl)phenyl amino)thieno[3,2-d]pyrimidin-7-yl)-1H-pyrazole-1-carboxylate